BrC=1C2=C(SC1C(F)(F)P(OCC)(OCC)=O)C(=CC(=C2)C(N)=O)OCC[C@@H]2CCN(S2(=O)=O)CC2=CC=C(C=C2)OC |o1:27| diethyl (S or R)-((3-bromo-5-carbamoyl-7-(2-(2-(4-methoxybenzyl)-1,1-dioxidoisothiazolidin-5-yl)ethoxy)benzo[b]thiophen-2-yl)difluoromethyl)phosphonate